2-[[3,7-bis(dimethylamino)phenothiazine-10-carbonyl]amino]acetate CN(C=1C=CC=2N(C3=CC=C(C=C3SC2C1)N(C)C)C(=O)NCC(=O)[O-])C